IC1=CC(NC=C1COC)=O 4-Iodo-5-(methoxymethyl)pyridin-2(1H)-one